NC=1C=C(C(=O)C(=O)N[C@@H](CCCCN)C(=O)O)C=C(C1)N=[N+]=[N-] (3-amino-5-azidobenzoylcarbonyl)-L-lysine